2-[3,5-dichloro-4-[[3-(4-fluorophenyl)-4-methoxy-phenyl]methyl]phenoxy]acetic acid ClC=1C=C(OCC(=O)O)C=C(C1CC1=CC(=C(C=C1)OC)C1=CC=C(C=C1)F)Cl